4-[(3S,5R)-3-Hydroxy-5-[[5-[2-hydroxy-6-methyl-4-(trifluoromethyl)phenyl]oxazolo[4,5-b]pyridin-2-yl]amino]-1-piperidyl]butanoic acid O[C@@H]1CN(C[C@@H](C1)NC=1OC=2C(=NC(=CC2)C2=C(C=C(C=C2C)C(F)(F)F)O)N1)CCCC(=O)O